(R)-8-Bromo-1,2,4a,5-tetrahydrobenzo[b]pyrazino[1,2-d][1,4]oxazine-3(4H)-carboxylic acid tert-butyl ester C(C)(C)(C)OC(=O)N1C[C@H]2N(C3=C(OC2)C=C(C=C3)Br)CC1